COC(NCC(C1=CC=C(C=C1)C(F)(F)F)N1[C@@H](CN([C@H](C1)CC)C=1C2=C(N(C(N1)=O)C)C=CC(=N2)C#N)CC)=O (2-((2R,5S)-4-(6-cyano-1-methyl-2-oxo-1,2-dihydropyrido[3,2-d]pyrimidin-4-yl)-2,5-diethylpiperazin-1-yl)-2-(4-(trifluoromethyl)phenyl)ethyl)carbamic acid methyl ester